ClC=1C(=CC(=NC1)NC1CCC(CC1)NCCOCCNS(=O)(=O)C)C1=NC(=CC=C1)NCC1(CCOCC1)C#N N-(2-(2-(((1r,4r)-4-((5'-chloro-6-(((4-cyanotetrahydro-2H-pyran-4-yl)methyl)amino)-[2,4'-bipyridin]-2'-yl)amino)cyclohexyl)amino)ethoxy)ethyl)methanesulfonamide